1-[6-[3-(5-chloro-2,4-difluoro-phenyl)-1H-pyrazol-4-yl]-1,5-naphthyridin-3-yl]-N-methyl-pyrrolidin-3-amine ClC=1C(=CC(=C(C1)C1=NNC=C1C=1N=C2C=C(C=NC2=CC1)N1CC(CC1)NC)F)F